BrC=1C=C2CC(CC2=CC1Br)CC(=O)O.C(#N)C1=NC=C(C=N1)C(=O)NC=1C(=NC=CC1C1=C(C=CC(=C1)F)F)C1CCC(CC1)(F)F 2-cyano-N-(2-(4,4-difluorocyclohexyl)-4-(2,5-difluorophenyl)pyridin-3-yl)pyrimidine-5-carboxamide 5,6-dibromo-2,3-dihydro-1H-indene-2-acetate